C(C1=CC=CC=C1)C=1NC(=NN1)C(=O)N[C@@H]1C(N(C=2N(CC1)N=C(C2)C2C(C2)(F)F)C)=O 5-benzyl-N-((6S)-2-(2,2-difluorocyclopropyl)-4-methyl-5-oxo-5,6,7,8-tetrahydro-4H-pyrazolo[1,5-a][1,3]diazepin-6-yl)-4H-1,2,4-triazole-3-carboxamide